[Li+].C(C=C)OCC(CS(=O)(=O)[O-])O 3-allyloxy-2-hydroxy-1-propanesulfonic acid lithium salt